N1C[C@@H](CC1)CCC1=CC=C(C=C1)NC(=O)C1=NC=C(C=C1)Cl |r| (RS)-5-Chloro-pyridine-2-carboxylic acid [4-(2-pyrrolidin-3-yl-ethyl)-phenyl]-amide